tert-butyl 2'-{6-[(propan-2-yl)oxy]quinolin-3-yl}-6',7'-dihydro-5'H-spiro[piperidine-4,4'-pyrazolo[1,5-a]pyridine]-1-carboxylate CC(C)OC=1C=C2C=C(C=NC2=CC1)C1=NN2C(C3(CCC2)CCN(CC3)C(=O)OC(C)(C)C)=C1